BrC=1C2=C(C(=NC1)NCC=1C(=C(C(=O)O)C=CC1)F)CCO2 3-(((7-Bromo-2,3-dihydrofuro[3,2-c]pyridin-4-yl)amino)methyl)-2-fluorobenzoic acid